FC(C1=CC(=C(C=C1)C1=NN=C(C=2CCCCC12)N[C@H]1CN(CCC1)C)OCOCC)F (R)-4-(4-(difluoromethyl)-2-(ethoxymethoxy)phenyl)-N-(1-methylpiperidin-3-yl)-5,6,7,8-tetrahydrophthalazin-1-amine